1-(3-((4-(4-amino-3-(4-phenoxyphenyl)-1H-pyrazolo[3,4-d]pyrimidin-1-yl)piperidin-1-yl)methyl)-4-fluoropyridin-2-yl)dihydropyrimidine-2,4(1H,3H)-dione NC1=C2C(=NC=N1)N(N=C2C2=CC=C(C=C2)OC2=CC=CC=C2)C2CCN(CC2)CC=2C(=NC=CC2F)N2C(NC(CC2)=O)=O